N-(5-((4-(benzo[b]thiophen-3-yl)pyrimidin-2-yl)amino)-2-((2-(dimethyl-amino)-ethyl)-thio)-4-methoxyphenyl)acrylamide S1C2=C(C(=C1)C1=NC(=NC=C1)NC=1C(=CC(=C(C1)NC(C=C)=O)SCCN(C)C)OC)C=CC=C2